1-{8-[(S)-4-(2,3-dihydro-[1,4]dioxino[2,3-b]pyridin-3-yl)-benzyl]-3,8-diaza-bicyclo[3.2.1]oct-yl}-ethanone O1C[C@@H](OC2=NC=CC=C21)C2=CC=C(CN1C3(CNCC1CC3)C(C)=O)C=C2